BrC1=CC(=NC=C1C(=O)OC)C(N(C)C)=O methyl 4-bromo-6-(dimethylcarbamoyl)nicotinate